FC(C1=NC(=NO1)C1=CC=2CN(CCC2S1)C(=O)OCC(C)C)(F)F isobutyl 2-(5-(trifluoromethyl)-1,2,4-oxadiazol-3-yl)-6,7-dihydrothieno[3,2-c]pyridine-5(4H)-carboxylate